FC1=CC=C(C=C1)NC(=O)C1(CC1)C(=O)NC1=CC(=C(C=C1)OC1=CC=NC2=CC(=CC=C12)C=1C=NC=CC1)F 1-N-(4-fluorophenyl)-1-N'-[3-fluoro-4-(7-pyridin-3-ylquinolin-4-yl)oxyphenyl]cyclopropane-1,1-dicarboxamide